(R)-1-(3-(3-ethyl-4-isopropyl-piperazine-1-carbonyl)-4-fluorobenzyl)quinazoline-2,4(1H,3H)-dione C(C)[C@@H]1CN(CCN1C(C)C)C(=O)C=1C=C(CN2C(NC(C3=CC=CC=C23)=O)=O)C=CC1F